methyl (S)-4,4,4-trifluoro-2-(1-(5-fluoropyridin-2-yl)-8-methoxy-9-(2-methyl-2H-tetrazol-5-yl)-5,6-dihydropyrrolo[2,1-a]isoquinoline-3-carboxamido)-2-methylbutanoate FC(C[C@](C(=O)OC)(C)NC(=O)C1=CC(=C2N1CCC1=CC(=C(C=C21)C=2N=NN(N2)C)OC)C2=NC=C(C=C2)F)(F)F